oxaborol-2(5H)-ol O1B(C=CC1)O